C1(CC1)CC1CN(CCN1)C(=O)OC(C)(C)C tert-butyl 3-(cyclopropylmethyl)piperazine-1-carboxylate